BrC=1C(=NC(=NC1)NC=1C(=NN(C1)C1CC2CCC(C1)N2C)C)NCCCN2C(OCCC2)=O 3-(3-((5-Bromo-2-((3-methyl-1-(8-methyl-8-azabicyclo[3.2.1]octan-3-yl)-1H-pyrazol-4-yl)amino)pyrimidin-4-yl)amino)propyl)-1,3-oxazinan-2-on